C(C=C)OC(=O)NCC(=O)NCC(=O)N[C@H](C(=O)ON1C(CCC1=O)=O)CC1=CC=CC=C1 (2,5-Dioxopyrrolidin-1-yl) (2S)-2-[[2-[[2-(allyloxycarbonylamino)acetyl]amino]acetyl] amino]-3-phenyl-propanoate